1,4-dioxa-7,9-diphenyl-8-[2,6-bis(2,3,5,6-tetramethylphenyl)phenyl]-8-phosphaspiro[4.5]decane C1(=CC=CC=C1)C1CC2(OCCO2)CC(P1C1=C(C=CC=C1C1=C(C(=CC(=C1C)C)C)C)C1=C(C(=CC(=C1C)C)C)C)C1=CC=CC=C1